C(C)(C)S(=O)(=O)CC(F)F 2,2-difluoroethyl isopropyl sulfone